2-((4-Fluorophenyl-ethyl)amino)-7,8-dihydropyrido[4,3-d]pyrimidine-6(5H)-carboxylic acid tert-butyl ester C(C)(C)(C)OC(=O)N1CC2=C(N=C(N=C2)NCCC2=CC=C(C=C2)F)CC1